ClC1=NC(=NC(=N1)C1=CC=CC=C1)OCCOCCOCCOCCOCCOC1=NC(=NC(=N1)Cl)C1=CC=CC=C1 1,14-bis((4-chloro-6-phenyl-1,3,5-triazin-2-yl)oxy)-3,6,9,12-tetraoxatetradecane